[O-]S(=O)(=O)C(F)(F)F.[Pd+2].C(C=C)C=1C(=C(C=CC1)C1=C(C=C(C=C1C(C)C)C(C)C)C(C)C)P(C(C)(C)C)C(C)(C)C.[O-]S(=O)(=O)C(F)(F)F allyl-(2-di-tert-butylphosphino-2',4',6'-triisopropyl-1,1'-biphenyl) palladium(II) triflate